1-(1-(difluoromethyl)cyclobutyl)-4-hydroxy-6-oxo-1,6-dihydropyridine-3-carboxylic acid methyl ester COC(=O)C1=CN(C(C=C1O)=O)C1(CCC1)C(F)F